tert-butyl 3-(hydroxymethyl)-4-(4-nitrophenyl)piperazine-1-carboxylate OCC1CN(CCN1C1=CC=C(C=C1)[N+](=O)[O-])C(=O)OC(C)(C)C